1-ethyl-3-((S)-1,1,1,5,5,5-hexafluoropentan-2-yl)-1-((R)-1-(5-methoxy-4-(7-methoxypyrazolo[1,5-c]pyrimidin-5-yl)pyridin-2-yl)ethyl)urea C(C)N(C(=O)N[C@H](C(F)(F)F)CCC(F)(F)F)[C@H](C)C1=NC=C(C(=C1)C1=CC=2N(C(=N1)OC)N=CC2)OC